CN(CCN1C(=C(C=2C(=C3C(=NC21)CCCCCC3)N)C)C)C 1-(2-(dimethylamino)ethyl)-2,3-dimethyl-5,6,7,8,9,10-hexahydro-1H-cycloocta[b]pyrrolo[3,2-e]pyridin-4-amine